(phenylazo)-2-naphthol C1(=CC=CC=C1)N=NC1=C(C=CC2=CC=CC=C12)O